myristoyl-coenzyme A C(CCCCCCCCCCCCC)(=O)SCCNC(CCNC([C@@H](C(COP(OP(OC[C@@H]1[C@H]([C@H]([C@@H](O1)N1C=NC=2C(N)=NC=NC12)O)OP(=O)(O)O)(=O)O)(=O)O)(C)C)O)=O)=O